C(C)C=1OC2=C(N1)C=CC=C2 ethyl-benzoxazole